O[C@H](C)C1=NC=2C(=C3C(=NC2)NC=C3)N1[C@@H]1CN(CC1)CCC#N 3-((S)-3-(2-((R)-1-hydroxyethyl)imidazo[4,5-d]pyrrolo[2,3-b]pyridin-1(6H)-yl)pyrrolidin-1-yl)propanenitrile